N1(C=CCC1)C(=O)O pyrrolinic acid